copper pyrrolizine C1C=CN2C=CC=C12.[Cu]